1-(5-bromopyridin-2-yl)-1,1-difluoro-2-(3-fluorophenyl)-3-(1H-tetrazol-1-yl)propan-2-ol BrC=1C=CC(=NC1)C(C(CN1N=NN=C1)(O)C1=CC(=CC=C1)F)(F)F